i-decyl-3-methylimidazolium tetrafluoroborate F[B-](F)(F)F.C(CCCCCCC(C)C)C=1NC=C[N+]1C